N-(cyclopropylmethyl)-N-methylpyridineamide C1(CC1)CN(C(=O)C1=NC=CC=C1)C